O=C1C=C2C=C(NC2=CC1=O)C(=O)O 5,6-diketo-indoloic acid